NC1=CC2=C(N=C(O2)N2CCOCC2)C=C1CC=O 6-amino-2-morpholinylbenzo[d]oxazole-5-acetaldehyde